1,3-bis(9-acridinyl)-2-mercaptopropane C1=CC=CC2=NC3=CC=CC=C3C(=C12)CC(CC=1C2=CC=CC=C2N=C2C=CC=CC12)S